N-(2-(((2R,3S,4R,5S,6S)-3,4,5-trihydroxy-6-methyltetrahydro-2H-pyran-2-yl)oxy)ethyl)acetamide O[C@@H]1[C@@H](O[C@H]([C@H]([C@H]1O)O)C)OCCNC(C)=O